ICCCCCCSC1=CC=NC2=CC(=CC=C12)C1=NC=CC=C1 4-((6-iodohexyl)thio)-7-(pyridin-2-yl)quinoline